2-(3-nitrophenyl)cyclobutan-1-ol [N+](=O)([O-])C=1C=C(C=CC1)C1C(CC1)O